tert-butyl 4-[(2-chloropyrimidin-5-yl)oxymethyl]piperidine-1-carboxylate ClC1=NC=C(C=N1)OCC1CCN(CC1)C(=O)OC(C)(C)C